1-(4-nitrophenyl)-3-phenoxypyrrolidine [N+](=O)([O-])C1=CC=C(C=C1)N1CC(CC1)OC1=CC=CC=C1